C(C)(=O)C=1C=C(C=CC1)NC(=O)NC=1C=C2C(N(C(=NC2=CC1)C1=CC(=C(C=C1)OC)Br)CCOC)=O 1-(3-acetylphenyl)-3-(2-(3-bromo-4-methoxyphenyl)-3-(2-methoxyethyl)-4-oxo-3,4-dihydroquinazolin-6-yl)urea